3-bromopyrazolo[1,5-a]pyridin-5-amine BrC=1C=NN2C1C=C(C=C2)N